FC1CC(N(C1)C(CN1C(N(C(C=C1)=O)C)=O)=O)C(=O)NC(C1=CC=CC=C1)C1=CC(=C(C=C1)C1(CC1)C)F 4-fluoro-N-{[3-fluoro-4-(1-methylcyclopropyl)phenyl](phenyl)methyl}-1-[2-(3-methyl-2,4-dioxo-1,2,3,4-tetrahydropyrimidin-1-yl)acetyl]pyrrolidine-2-carboxamide